[Au].C(CCCCCCCCCCC)S dodecanethiol gold